NCC(C)(O)C1=NC(=CC(=C1)C(C)(C)N)C1=CC=C(C=C1)F 1-Amino-2-(4-(2-aminopropan-2-yl)-6-(4-fluorophenyl)pyridin-2-yl)propan-2-ol